3,3-di(carbazolyl)biphenyl C1(=CC=CC=2C3=CC=CC=C3NC12)C1(CC(=CC=C1)C1=CC=CC=C1)C1=CC=CC=2C3=CC=CC=C3NC12